FC=1C=C(C=CC1C)[C@@]1(CN(CC1)C(=O)NC1=C(C=CC(=C1)S(=O)(=O)C)OC)C1=NC=NS1 (S)-3-(3-fluoro-4-methylphenyl)-N-(2-methoxy-5-(methylsulfonyl)phenyl)-3-(1,2,4-thiadiazol-5-yl)pyrrolidine-1-carboxamide